N[C@@H](CC1=CC=CC=C1)C(=O)N phenylalanine-amide